2,2'-p-phenylenebis(4-methyl-2-oxazoline) C1(=CC=C(C=C1)C=1OCC(N1)C)C=1OCC(N1)C